FC1CC(N(C1)C(CC1=CC(=C(C=C1)OC)F)=O)C(=O)NC(C1=CC=C(C=C1)C(C)C)C1=CC=CC=C1 4-fluoro-1-[2-(3-fluoro-4-methoxyphenyl)acetyl]-N-{phenyl-[4-(prop-2-yl)phenyl]methyl}pyrrolidine-2-carboxamide